C(C)N(C(C)C)C(C)C n-ethyl-N-(propan-2-yl)propan-2-amine